N[C@@H]1[C@](C=C2C([C@](C3(C(=C12)C)CC3)(C)O)=O)(C)CO[Si](C)(C)C(C)(C)C (2'R,3'S,6'R)-3'-amino-2'-(((tert-butyldimethylsilyl)oxy)methyl)-6'-hydroxy-2',4',6'-trimethyl-2',3'-dihydrospiro[cyclopropane-1,5'-inden]-7'(6'H)-one